COC(CC[C@@H](C)[C@H]1CC[C@H]2[C@@H]3CC[C@@H]4C=CCC[C@]4(C)[C@H]3CC[C@]12C)=O methyl-5beta-chola-3-enoate